FC(C1=CC=C(C=C1)C1=CC=CC(=N1)C(=O)O)(F)F 6-(4-(trifluoromethyl)phenyl)picolinic acid